C(CC)OC1CCC(CC1)N (1R,4R)-4-propoxycyclohexylamine